N1CCC(=CC1)N1C(NC2=C1C=CC=C2)=O 1-(1,2,3,6-tetrahydro-4-pyridinyl)-2-benzimidazolinone